(S)-5-(4-(2-(3,5-difluorophenyl)-2-hydroxyacetamido)-2-methylphenyl)-N-isopropylnicotinamide FC=1C=C(C=C(C1)F)[C@@H](C(=O)NC1=CC(=C(C=C1)C=1C=NC=C(C(=O)NC(C)C)C1)C)O